N1=CC=CC2=CC(=CC=C12)C1=NC2=CC=C3C(=C2C=2CCCCC12)C=NN3 7-(quinolin-6-yl)-8,9,10,11-tetrahydro-3H-pyrazolo[4,3-a]phenanthridine